C(CCCCCCC(=O)O)CCCCCC=CC(=O)O 1,16-hexadecenedioic acid